1-(3-Bromo-6-fluoro-2-methoxyphenyl)cyclopropane-1-carboxylic acid ethyl ester C(C)OC(=O)C1(CC1)C1=C(C(=CC=C1F)Br)OC